N1=CN=CC(=C1)C(C)=O 1-(pyrimidin-5-yl)ethanone